(3-((5-(1,4-dimethyl-1H-pyrazol-5-yl)pyridin-2-yl)methyl)-1,2,3-oxadiazol-3-ium-5-yl)((3-(trifluoromethyl)phenyl)carbamoyl)amide CN1N=CC(=C1C=1C=CC(=NC1)C[N+]1=NOC(=C1)[N-]C(NC1=CC(=CC=C1)C(F)(F)F)=O)C